5-(Aziridin-1-yl)-4-hydroxy-amino-2-nitro-benzamide N1(CC1)C=1C(=C(C(=C(C(=O)N)C1)[N+](=O)[O-])N)O